FC=1C=CC2=C(NC(=NS2(=O)=O)NCC2=CC(=CC=C2)F)C1C(C)C1=CC=C(C=C1)OC1=CC=CC=C1 6-fluoro-3-((3-fluorobenzyl)amino)-5-(1-(4-phenoxyphenyl)ethyl)-4H-benzo[e][1,2,4]thiadiazine 1,1-dioxide